C(C)N1C2=C(N3C(CC1)CNCC3)N=CC(=C2)C(F)(F)F 5-ethyl-3-(trifluoromethyl)-6,7,7a,8,10,11-hexahydropyrazino[1,2-d]pyrido[3,2-b][1,4]diazepin